OC1=C(C(N(C=C1C)C)=O)NC(N[C@@H](CC(=O)OCC)C1=CC(=CC=C1)C=1C=NC(=CC1)OC)=O Ethyl (S)-3-(3-(4-Hydroxy-1,5-dimethyl-2-oxo-1,2-dihydropyridin-3-yl)ureido)-3-(3-(6-methoxypyridin-3-yl)phenyl)propanoat